O1C(COCC1)COC1=NC(N2C(C3=CC=C(C=C3CC2)C#CC)=C1)=O 2-([1,4]dioxan-2-ylmethoxy)-9-prop-1-ynyl-6,7-dihydro-pyrimido[6,1-a]isoquinolin-4-one